(5RS)-2-[(5-Chloro-2-thienyl)methyl]-5-(pyrrolidin-1-ylcarbonyl)-5,6,7,8-tetrahydro[1,2,4]triazolo[4,3-a]pyridin-3(2H)-on ClC1=CC=C(S1)CN1N=C2N([C@H](CCC2)C(=O)N2CCCC2)C1=O |r|